N-(4-amino-1H-pyrazolo[4,3-c]pyridin-7-yl)-2-oxo-2-[(2R,5S)-2-[3-[2-(dimethylamino)ethoxy]phenyl]-5-methyl-1-piperidyl]acetamide NC1=NC=C(C2=C1C=NN2)NC(C(N2[C@H](CC[C@@H](C2)C)C2=CC(=CC=C2)OCCN(C)C)=O)=O